NC1=C(C(=NN1C=1SC=C(N1)C)C1=CC=CC=C1)CC1=CC=C(C=C1)S(=O)(=O)N 4-((5-amino-1-(4-methylthiazol-2-yl)-3-phenyl-1H-pyrazol-4-yl)methyl)benzenesulfonamide